CC1=C(C(=O)N)C=C(C=C1)OCC1NCCC1 2-methyl-5-(pyrrolidin-2-ylmethoxy)benzamide